ClC1C=2N(CC(C1)(C([2H])([2H])[2H])C([2H])([2H])[2H])N=C(C2C2=C1C(=NC=C2)NN=C1)C1=NC=C(C=C1)F 4-(4-Chloro-2-(5-fluoropyridin-2-yl)-6,6-bis(methyl-d3)-4,5,6,7-tetrahydropyrazolo[1,5-a]pyridin-3-yl)-1H-pyrazolo[3,4-b]pyridine